4,4-difluorobutyraldehyde FC(CCC=O)F